N#[C-].COC1=CC=C(C=C1)C1=CC=CC=C1 4-methoxybiphenyl isonitrile